ClC1=CC=C(C(=O)N2CC3(C2)CC(C3)NC(=O)NCC3=CC=C(C=C3)OC)C=C1 1-(2-(4-chlorobenzoyl)-2-azaspiro[3.3]hept-6-yl)-3-(4-methoxybenzyl)urea